tris(nonadecyl)amine C(CCCCCCCCCCCCCCCCCC)N(CCCCCCCCCCCCCCCCCCC)CCCCCCCCCCCCCCCCCCC